isobutyric acid-d6 C(C(C([2H])([2H])[2H])(C([2H])[2H])[2H])(=O)O